COC(CNC12CC(C1)(C2)N2C(=NC(=C2)I)C2CC2)=O (3-(2-cyclopropyl-4-iodo-1H-imidazol-1-yl)bicyclo[1.1.1]pentan-1-yl)glycine methyl ester